C1(CCC1)NC=1C=C(C=C2C=C(NC12)C1=CC=CC=C1)COCCOC N-cyclobutyl-5-(2-methoxyethoxymethyl)-2-phenyl-1H-indol-7-amine